6-{cyclopropyl[(1R,3S,5S)-2,2-difluoro-8-azabicyclo[3.2.1]octan-3-yl]amino}-1,2,4-triazin C1(CC1)N(C1=CN=CN=N1)[C@@H]1C([C@H]2CC[C@@H](C1)N2)(F)F